Methylsilyl borate B(O[SiH2]C)([O-])[O-]